N-(1-(3-fluoropropyl)azetidin-3-yl)-6-(3-methyl-2-(2,2,2-trifluoroethyl)-2,3,4,6,7,9-hexahydro-1H-cyclobuta[f]pyrido[3,4-b]indol-1-yl)pyridin-3-amine FCCCN1CC(C1)NC=1C=NC(=CC1)C1N(C(CC2=C1NC1=CC3=C(C=C21)CC3)C)CC(F)(F)F